3-[2-[2-(4-Aminomethyl-cyclohexyl)-acetylamino]-2-(2,9,9-trimethyl-3,5-dioxa-4-bora-tricyclo[6.1.1.02,6]dec-4-yl)-ethyl]-2-methoxy-benzoic acid tert-butyl ester C(C)(C)(C)OC(C1=C(C(=CC=C1)CC(B1OC2(C3C(C(CC2O1)C3)(C)C)C)NC(CC3CCC(CC3)CN)=O)OC)=O